ClC1=C(C(=O)NC2=C(C=C(C=C2F)F)F)C=C(C=C1)NC(=O)[C@H]1C([C@@H]1C1=CC(=CC(=C1)Cl)Cl)(Cl)Cl 2-chloro-5-((1S,3S)-2,2-dichloro-3-(3,5-dichlorophenyl)cyclopropane-1-carboxamido)-N-(2,4,6-trifluorophenyl)benzamide